CC12C(CC(CC1)C2(C(F)(F)F)C(F)(F)F)(C2=CC=CC=C2)OCCN(C(F)(F)F)C(F)(F)F 2-((1-methyl-2-phenyl-7,7-bis(trifluoromethyl)bicyclo[2.2.1]heptan-2-yl)oxy)-N,N-bis(trifluoromethyl)ethan-1-amine